N-(2-chloroethyl)-4-fluorobenzamide C1=CC(=CC=C1C(=O)NCCCl)F